CC(C)(COP(=O)([O-])OP(=O)([O-])OC[C@@H]1[C@H]([C@H]([C@@H](O1)N2C=NC3=C(N=CN=C32)N)O)OP(=O)([O-])[O-])[C@H](C(=O)NCCC(=O)NCCSC(=O)C4=CCCCC4=O)O The molecule is an acyl-CoA(4-) obtained by deprotonation of the phosphate and diphosphate OH groups of 6-oxocyclohex-1-ene-1-carbonyl-CoA; major species at pH 7.3. It is a conjugate base of a 6-oxocyclohex-1-ene-1-carbonyl-CoA.